(2S,4R)-4-fluoro-N-[(S)-[3-fluoro-4-(1-methylcyclopropyl)phenyl](phenyl)methyl]-1-[2-(1H-indazol-3-yl)acetyl]pyrrolidine-2-carboxamide F[C@@H]1C[C@H](N(C1)C(CC1=NNC2=CC=CC=C12)=O)C(=O)N[C@@H](C1=CC=CC=C1)C1=CC(=C(C=C1)C1(CC1)C)F